ClC1=C(C(=CC(=C1)C#N)F)NC=1N(C2=NC(=NC=C2N1)N[C@H]1C[C@H](CCC1)O)C1CCC(CC1)C(=O)N (1S,4s)-4-(8-(2-chloro-4-cyano-6-fluorophenylamino)-2-((1R,3S)-3-hydroxycyclohexylamino)-9H-purin-9-yl)cyclohexanecarboxamide